CN(C)C1=C(C[Y]CC2=C(C=CC=C2)N(C)C)C=CC=C1 (bis(o-N,N-dimethylaminobenzyl))yttrium